6-(cyclopropanecarboxamido)-4-((3-(6-(dimethylcarbamoyl)pyridazin-3-yl)-5-fluoro-2-methoxyphenyl)amino)-N-(methyl-d3)pyridazine-3-carboxamide Ethyl-2-(2-bromophenyl)-2-diazoacetate C(C)OC(C(=[N+]=[N-])C1=C(C=CC=C1)Br)=O.C1(CC1)C(=O)NC1=CC(=C(N=N1)C(=O)NC([2H])([2H])[2H])NC1=C(C(=CC(=C1)F)C=1N=NC(=CC1)C(N(C)C)=O)OC